CC=1C=C(C=CC1)C=1C(=C(C=CC1NC1=CC=CC=C1)C1=CC=C(C=C1)NC1=CC=CC=C1)C1=CC(=CC=C1)C bis(3-methylphenyl)-N,N'-diphenyl-[1,1-biphenyl]-4,4'-diamine